ClC1=CC=C(C(=N1)C1=NN(C=N1)C)NC(C)C=1C=2C3=C(N(C(C2C=C(C1)C)=O)C([2H])([2H])[2H])N(N=C3)[C@@H]3CN(CC3)C 9-(1-((6-chloro-2-(1-methyl-1H-1,2,4-triazol-3-yl)pyridin-3-yl)amino)ethyl)-7-methyl-4-(methyl-d3)-3-((S)-1-methylpyrrolidin-3-yl)-3,4-dihydro-5H-pyrazolo[3,4-c]isoquinolin-5-one